(2S,5R)-1-(4-((2-chlorophenoxy)methyl)benzoyl)-5-(2-chlorophenyl)pyrrolidine-2-carboxylic acid ClC1=C(OCC2=CC=C(C(=O)N3[C@@H](CC[C@@H]3C3=C(C=CC=C3)Cl)C(=O)O)C=C2)C=CC=C1